FC1=C(C(=O)NC[C@@]([C@@H](O)C2=CC=C(C=C2)F)(C)F)C(=CC=C1)C 2-fluoro-N-((2R,3S)-2-fluoro-3-(4-fluorophenyl)-3-hydroxy-2-methylpropyl)-6-methylbenzamide